4-(7-(3-chloro-2-cyclopropyl-5-(methoxymethoxy)phenyl)-2-((tetrahydro-1H-pyrrolizin-7a(5H)-yl)methoxy)-5,6,7,8-tetrahydropyrido[3,4-d]pyrimidin-4-yl)-6-methyl-1,4-oxazepan-6-ol ClC=1C(=C(C=C(C1)OCOC)N1CC=2N=C(N=C(C2CC1)N1CCOCC(C1)(O)C)OCC12CCCN2CCC1)C1CC1